C(C1=CC=CC=C1)N1N=CC(=C1)C1OCC(NC1C)=O 6-(1-benzylpyrazol-4-yl)-5-methyl-morpholin-3-one